ClC1=C2C(=NC=C1C1=CNC3=C(C=CC=C13)N1C(CNCC1)=O)NC[C@@]21C[C@@H](CC1)C(=O)N (1S,3R)-4'-Chloro-5'-(7-(2-oxopiperazin-1-yl)-1H-indol-3-yl)-1',2'-dihydrospiro[cyclopentane-1,3'-pyrrolo[2,3-b]pyridine]-3-carboxamide